C1(CC1)C=1C=NC(=NC1)C1CN(C1)C1C(CCCC1)OC=1C=C2CN(C(C2=CC1)=O)C1C(NC(CC1)=O)=O 3-(5-((2-(3-(5-cyclopropyl-pyrimidin-2-yl)azetidin-1-yl)-cyclohexyl)oxy)-1-oxoisoindolin-2-yl)piperidine-2,6-dione